OC1(CCC(CC1)C(O)(C)C)C 4-hydroxy-α,α,4-trimethyl-cyclohexanemethanol